(methoxymethyl)-1-[(2,3,3-trimethyl-1H-isoindol-5-yl)methyl]pyrazole-4-carboxamide COCC1=NN(C=C1C(=O)N)CC=1C=C2C(N(CC2=CC1)C)(C)C